ClC=1C=C2C(=NC1)NC=C2C(=O)C=2C(=C(C=CC2F)NS(=O)(=O)CCC)F Propane-1-sulfonic acid [3-(5-chloro-1H-pyrrolo[2,3-b]pyridine-3-carbonyl)-2,4-difluoro-phenyl]amide